tin-antimony hydrochloric acid Cl.[Sb].[Sn]